C1(CCCCC1)PC1CCCCC1 dicyclohexylphosphine